FC1=C(C(=CC=C1F)OC)B(O)O (2,3-difluoro-6-methoxy-phenyl)boronic acid